11-Chloro-3,6-dimethyl-6,11-dihydrodibenzo[c,f][1,2]thiazepine 5,5-dioxide ClC1C2=C(N(S(C3=C1C=CC(=C3)C)(=O)=O)C)C=CC=C2